FC(C(=O)[O-])(F)F.C(CCCCCCCC)(=O)OCC(CC(=O)O[C@@H]1C[C@@H]([NH2+]C1)COC(CC(COC(CCCCCCCC)=O)COC(CCCCCCCC)=O)=O)COC(CCCCCCCC)=O (2R,4R)-4-((4-(nonanoyloxy)-3-((nonanoyloxy)methyl)butanoyl)oxy)-2-(((4-(nonanoyloxy)-3-((nonanoyloxy)methyl)butanoyl)oxy)methyl)pyrrolidin-1-ium trifluoroacetate